C(C)OC(=O)C1=C(N(C2=CC=C(C(=C12)CN1CCCCC1)O)C1=CC=C(C=C1)C)C 5-hydroxy-2-methyl-4-(piperidin-1-ylmethyl)-1-(p-tolyl)-1H-indole-3-carboxylic acid ethyl ester